ClC1=C(C=CC=C1)[C@@H](C(=O)OC)N1CC2=C(CC1)SC=C2 (+)-(S)-methyl 2-(2-chlorophenyl)-2-(6,7-dihydrothieno[3,2-c]pyridin-5(4H)-yl)acetate